CC1=CC=CC(=N1)C=1N=C2N(CCN2C(C)=O)C1C1=CC=C(C=C1)S(=O)C 1-(6-(6-Methylpyridin-2-yl)-5-(4-(methylsulfinyl)phenyl)-2,3-dihydro-1H-imidazo[1,2-a]imidazol-1-yl)ethan-1-one